6-((4,4-difluoropiperidin-1-yl)methyl)nicotinic acid FC1(CCN(CC1)CC1=NC=C(C(=O)O)C=C1)F